(rac)-5-[5',6'-dihydrospiro[pyrrolidine-3,4'-pyrrolo[1,2-b]pyrazol]-2'-yl]-3-(trifluoromethyl)pyridin-2-amine-hydrochloride salt Cl.N=1N2C(=CC1C=1C=C(C(=NC1)N)C(F)(F)F)[C@]1(CC2)CNCC1 |r|